C(C)(=O)ON=C(C(=O)C=1C=CC=2N(C3=CC=C(C=C3C2C1)C(=O)C=1OC=CC1)CC)CC1CCCCC1 3-cyclohexyl-1-[9-ethyl-6-(2-furanylcarbonyl)-9H-carbazol-3-yl]-1,2-propanedione-2-(O-acetyloxime)